8-amino-7-(3-hydroxy-2,6-dimethylphenyl)-5-(pyridin-4-yl)-3,4-dihydroisoquinolin-1(2H)-one NC=1C(=CC(=C2CCNC(C12)=O)C1=CC=NC=C1)C1=C(C(=CC=C1C)O)C